trimethylolpropane methylacrylate COC(C=C)=O.C(O)C(CC)(CO)CO